4-Ethylaniline C(C)C1=CC=C(N)C=C1